6-(5,6-dimethoxy-1H-benzo[d]imidazol-2-yl)-2-ethyl-7-((1-(oxazol-4-yl)ethyl)amino)-2H-pyrazolo[4,3-b]pyridin-5(4H)-one COC1=CC2=C(NC(=N2)C2=C(C=3C(NC2=O)=CN(N3)CC)NC(C)C=3N=COC3)C=C1OC